C(CCCCCCC\C=C/CCCCCC)(=O)C(O)(C[N+](C)(C)C)CC([O-])=O palmitoleoyl-carnitine